(S)-methyl 2-((S)-2-(6-bromo-4-methoxy-1H-indole-2-carboxamido)-3-cyclopropylpropanamido)-3-((S)-2-oxopiperidin-3-yl)propanoate BrC1=CC(=C2C=C(NC2=C1)C(=O)N[C@H](C(=O)N[C@H](C(=O)OC)C[C@H]1C(NCCC1)=O)CC1CC1)OC